2-bromo-N-[(3-bromo-5-chloro-6-hydroxy-2-methylphenyl)methyl]-N-[(2-methoxypyridin-4-yl)methyl]acetamide BrCC(=O)N(CC1=CC(=NC=C1)OC)CC1=C(C(=CC(=C1O)Cl)Br)C